6-(4-hydroxy-4-methylpiperidin-1-yl)quinoline-4-carboxylic acid tert-butyl ester C(C)(C)(C)OC(=O)C1=CC=NC2=CC=C(C=C12)N1CCC(CC1)(C)O